NC(C(C(CC1C(NCC1)=O)NC(C(CC1CCCCC1)NC(=O)C1(C2=CC=CC=C2C=2C=CC=CC12)O)=O)=O)=O N-(1-((4-amino-3,4-dioxo-1-(2-oxopyrrolidin-3-yl)butan-2-yl)amino)-3-cyclohexyl-1-oxopropan-2-yl)-9-hydroxy-9H-fluorene-9-carboxamide